3-bromo-4,4-bis(3,5-dimethylphenyl)but-3-en BrC(CC)=C(C1=CC(=CC(=C1)C)C)C1=CC(=CC(=C1)C)C